C(C)(=O)N1[C@H](CN([C@@H](C1)C)C(C=C)=O)C1=CC(=NC(=C1)Cl)C1=CC(=NC=N1)C(=O)NC 6-(4-((2s,5R)-1-acetyl-4-acryloyl-5-methylpiperazin-2-yl)-6-chloropyridin-2-yl)-N-methylpyrimidine-4-carboxamide